N-(quinoline-5-carbonyl)-O-(3-(2-(5,6,7,8-tetrahydro-1,8-naphthyridin-2-yl)ethyl)cyclobutyl)homoserine N1=CC=CC=2C(=CC=CC12)C(=O)N[C@@H](CCOC1CC(C1)CCC1=NC=2NCCCC2C=C1)C(=O)O